NC=1C2=C(N=C(N1)C)N(C=C2C(=O)N)C2OC(C(C2O)O)CO 4-AMINO-7-(3,4-DIHYDROXY-5-(HYDROXYMETHYL)TETRAHYDROFURAN-2-YL)-2-METHYL-7H-PYRROLO(2,3-D)PYRIMIDINE-5-CARBOXAMIDE